(S)-5-(2-(2-((5-chloro-2-(1H-tetrazol-1-yl)phenyl)amino)-2-oxoacetylamino)-3-phenylpropionamido)-1H-indole-2-carboxylic acid ClC=1C=CC(=C(C1)NC(C(=O)N[C@H](C(=O)NC=1C=C2C=C(NC2=CC1)C(=O)O)CC1=CC=CC=C1)=O)N1N=NN=C1